NC1=NC=C(C(=N1)N)CN1CCC2=CC(=CC=C12)C1=C(C=C2C(C=CN3C2=C1OC[C@H]3C)=O)F (R)-10-(1-((2,4-diaminopyrimidin-5-yl)methyl)indolin-5-yl)-9-fluoro-3-methyl-7-oxo-2,3-dihydro-7H-[1,4]oxazino[2,3,4-ij]quinoline